CC1(CNC1)COC=1C=CC=2N(C1C1=CC(=NN1)NC=1N=CC(=NC1)C#N)N=CC2 5-[(5-{6-[(3-methylazetidin-3-yl)methoxy]pyrazolo[1,5-a]pyridin-7-yl}-1H-pyrazol-3-yl)amino]pyrazine-2-carbonitrile